(7-Ethoxy-1-(2-(5-(fluoromethoxy)-1H-indol-3-yl)ethyl)-6-methoxy-3,4-dihydroisoquinolin-2(1H)-yl)(morpholinyl)methanone C(C)OC1=C(C=C2CCN(C(C2=C1)CCC1=CNC2=CC=C(C=C12)OCF)C(=O)N1CCOCC1)OC